2-(2-(4-(2-methyl-3-(3-morpholino-propoxy)phenyl)indoline-1-carbonyl)-6,7-dihydrooxazolo[5,4-c]pyridin-5(4H)-yl)acetic acid CC1=C(C=CC=C1OCCCN1CCOCC1)C1=C2CCN(C2=CC=C1)C(=O)C=1OC=2CN(CCC2N1)CC(=O)O